BrC=1C=CC=C2C(CCOC12)(C)C1=NNC=C1 3-(8-bromo-4-methyl-chroman-4-yl)-1H-pyrazole